isopropyl (2R,3R)-2-(4-hydroxyphenyl)-5-((E)-3-isopropoxy-3-oxoprop-1-en-1-yl)-2,3-dihydrobenzofuran-3-carboxylate OC1=CC=C(C=C1)[C@@H]1OC2=C([C@H]1C(=O)OC(C)C)C=C(C=C2)\C=C\C(=O)OC(C)C